C(C)OC(=O)C1=NN(N=C1C)C1=NC=C(C(=C1)C)C#N 2-(5-cyano-4-methylpyridin-2-yl)-5-methyl-2H-1,2,3-triazole-4-carboxylic acid ethyl ester